Rac-[4-chloro-2-(4-fluoroanilino)-1,3-thiazol-5-yl][3-(1-methyl-1H-pyrazol-4-yl)-1,2,4-oxadiazol-5-yl]methanone 8-chloro-8-oxo-octanoate ClC(CCCCCCC(=O)O)=O.ClC=1N=C(SC1C(=O)C1=NC(=NO1)C=1C=NN(C1)C)NC1=CC=C(C=C1)F